(4-{3-[1-(4-Amino-3-methyl-1H-pyrazolo[3,4-d]pyrimidin-1-yl)ethyl]-5-chloro-2-ethoxy-6-methylphenyl}-1H-pyrazol-1-yl)acetic Acid BisTrifluoroacetate FC(C(=O)O)(F)F.FC(C(=O)O)(F)F.NC1=C2C(=NC=N1)N(N=C2C)C(C)C=2C(=C(C(=C(C2)Cl)C)C=2C=NN(C2)CC(=O)O)OCC